copper(III) chloride [Cu](Cl)(Cl)Cl